C(C)OC(=O)[C@H]1[C@@H]2C3CC3[C@H]([C@@H]1NC1=NC(=NN3C1=CC=C3C3CC3)Cl)CC2 (1R,5S,6S,7S)-ethyl-7-((2-chloro-7-cyclopropylpyrrolo[2,1-f][1,2,4]triazin-4-yl)amino)tricyclo[3.2.2.02,4]nonane-6-carboxylate